OCCN1C(C(CC1)NC(=O)C=1N(N=C2C=CC(=CC12)OCC=1C(=NC=CC1)C(F)(F)F)C)=O N-[1-(2-hydroxyethyl)-2-oxopyrrolidin-3-yl]-2-methyl-5-{[2-(trifluoromethyl)pyridin-3-yl]methoxy}-2H-indazole-3-carboxamide